CN(C(=[N+](C)C)ON1N=NC2=C1N=CC=C2)C Tetramethyl-O-(7-azabenzotriazol-1-yl)uronium